3-(4-chloropyridin-2-yl)tetrahydrofuran-3-ol ClC1=CC(=NC=C1)C1(COCC1)O